ethyl (R)-2-cyclopropyl-2-((R)-3-(5-((2,4-dimethoxybenzyl)amino)-7-methoxy-[1,2,4]triazolo[1,5-c]quinazolin-2-yl)piperidin-1-yl)acetate C1(CC1)[C@H](C(=O)OCC)N1C[C@@H](CCC1)C1=NN2C(=NC=3C(=CC=CC3C2=N1)OC)NCC1=C(C=C(C=C1)OC)OC